5-(methoxymethyl)-1-methyl-1H-pyrrole-3-carboxylic acid COCC1=CC(=CN1C)C(=O)O